1-(3-bromopyrazolo[1,5-a]pyridin-6-yl)propan-1-one BrC=1C=NN2C1C=CC(=C2)C(CC)=O